FC(COC=1C(=NON1)C(=O)N(C(OC(C)(C)C)=O)C1=CC=CC=C1)F tert-butyl (4-(2,2-difluoroethoxy)-1,2,5-oxadiazole-3-carbonyl)(phenyl)carbamate